O=S1(N(CC(N1)=O)C=1C(=C(C=CC1O)C=1C=NN(C1)C(=O)N(C)C)F)=O 4-(3-(1,1-dioxido-4-oxo-1,2,5-thiadiazolidin-2-yl)-2-fluoro-4-hydroxyphenyl)-N,N-dimethyl-1H-pyrazole-1-carboxamide